NC1C(N(CCC1)C1=C(C(=CC=C1)C1=CC=CC=C1)C(=O)NC)=O (3-amino-2-oxopiperidin-1-yl)-N-methyl-[1,1'-biphenyl]-2-carboxamide